C(C)(C)(C)N(C(O)=O)C1CC2(C1)CC(C2)C=2OC(=NN2)C=2C=NC(=CC2)C.ClC(COC(C)(C)OCC(Cl)Cl)Cl bis(2,2-dichloroethoxy)propane tert-butyl-(6-(5-(6-methylpyridin-3-yl)-1,3,4-oxadiazol-2-yl)spiro[3.3]heptan-2-yl)carbamate